C(#N)C=1C(=NC=2CCCCC2C1C=1SC=CC1)OC(C(=O)O)C1=CC=CC=C1 2-((3-cyano-4-(thiophen-2-yl)-5,6,7,8-tetrahydroquinolin-2-yl)oxy)-2-phenylacetic acid